monoBoc-diaminohexane C(=O)(OC(C)(C)C)C(CCCCC)(N)N